tert-butyl (trans-4-((4-bromophenyl)amino)cyclohexyl)carbamate BrC1=CC=C(C=C1)N[C@@H]1CC[C@H](CC1)NC(OC(C)(C)C)=O